C(#N)C1=CC(=NC2=C(C=C(C=C12)C)C(C)NC1=C(C(=O)OC)C=CC=C1)N1CC(CC1)C=1C=NN(C1)C methyl 2-[1-[4-cyano-6-methyl-2-[3-(1-methylpyrazol-4-yl)pyrrolidin-1-yl]-8-quinolyl]ethylamino]benzoate